C1(CC1)C[C@H](NC([C@@H](NC(OC(C)(C)C)=O)CC1=CC=C(C=C1)F)=O)C(N[C@H](C(=O)OC)C[C@H]1C(NC(C1)(C)C)=O)=O (6S,9S,12S)-methyl 9-(cyclopropylmethyl)-12-(((R)-5,5-dimethyl-2-oxopyrrolidin-3-yl) methyl)-6-(4-fluorobenzyl)-2,2-dimethyl-4,7,10-trioxo-3-oxa-5,8,11-triazatridecan-13-oate